ClC=1C=C(C=C(C1)Cl)CS(=O)(=O)NC1=C(N=C(S1)C)C(=O)O 5-{[(3,5-dichlorophenyl)methyl]sulfonylamino}-2-methyl-1,3-thiazole-4-carboxylic acid